C(C)(C)(C)C1=C(C=C(C(=C1)C(C)(C)C)O)NC1=NC(=NC(=N1)S)S 6-(2,4-di-tert-butyl-5-hydroxyphenylamino)-1,3,5-triazine-2,4-dithiol